(R)-N-((S)-1-(5-fluoro-3-methylbenzofuran-2-yl)-2-methylpropyl)-2-methylpropane-2-sulfonamide FC=1C=CC2=C(C(=C(O2)[C@H](C(C)C)NS(=O)(=O)C(C)(C)C)C)C1